COC(/C(=C/OC)/OC1=C(C=CC(=C1)C1C(C1)C1CC1)C)=O (Z)-2-[5-(2-cyclopropylcyclopropyl)-2-methyl-phenoxy]-3-methoxy-prop-2-enoic acid methyl ester